ClC1=CC=C(C(=N1)C(=O)NS(=O)(=O)C)N[C@H](C)C=1C=C(C=C2C(N(C(=NC12)N1CC2=NN(C=C2C1)C=1C(=NC=CC1)C)C)=O)C (R)-6-chloro-3-((1-(3,6-dimethyl-2-(2-(2-methylpyridin-3-yl)-2,6-dihydropyrrolo[3,4-c]pyrazol-5(4H)-yl)-4-oxo-3,4-dihydroquinazolin-8-yl)ethyl)amino)-N-(methylsulfonyl)picolinamide